ClC=1C(=C(CN2C[C@@H](C(CC2)(C(=O)O)CC2=NC(=CC=C2F)NC2=NNC(=C2)C)C)C=CC1)F (3R)-1-(3-chloro-2-fluorobenzyl)-4-((3-fluoro-6-((5-methyl-1H-pyrazol-3-yl)amino)pyridin-2-yl)methyl)-3-methylpiperidine-4-carboxylic acid